(E)-3-(2-phenyl-1H-indol-3-yl)acrolein C1(=CC=CC=C1)C=1NC2=CC=CC=C2C1/C=C/C=O